C(C1=CC=CC=C1)N1C(SC=C1C(F)(F)F)=N 3-benzyl-4-(trifluoromethyl)thiazole-2(3H)-imine